(2-(4-(2-methoxyphenyl)piperazin-1-yl)ethyl)-1-methyl-1,2,3,4-tetrahydroisoquinoline COC1=C(C=CC=C1)N1CCN(CC1)CCC1(NCCC2=CC=CC=C12)C